(R)-(4-chloro-2-(2-methoxy-7-methylquinoxalin-5-yl)-7,8-dihydro-[1,4]dioxino[2',3':3,4]benzo[1,2-d]thiazol-7-yl)methyl (2-chloropyrimidin-5-yl)carbamate ClC1=NC=C(C=N1)NC(OC[C@@H]1OC2=C(C3=C(N=C(S3)C3=C4N=CC(=NC4=CC(=C3)C)OC)C(=C2)Cl)OC1)=O